(S)-N-(5-methyl-4-oxo-7-((tetrahydro-2H-pyran-4-yl)ethynyl)-2,3,4,5-tetrahydropyrido[3,2-b][1,4]oxazepin-3-yl)-4-phenoxypicolinamide CN1C2=C(OC[C@@H](C1=O)NC(C1=NC=CC(=C1)OC1=CC=CC=C1)=O)C=CC(=N2)C#CC2CCOCC2